5'-bromo-6'-chloro-4-hydroxy-6-oxo-1,2,3,6-tetrahydro-[2,3'-bipyridine]-5-carboxylic acid ethyl ester C(C)OC(=O)C1=C(CC(NC1=O)C=1C=NC(=C(C1)Br)Cl)O